[2-[[(3aR,4R,6R,6aR)-6-(4-chloropyrrolo[2,3-d]pyrimidin-7-yl)-2,2,3a-trimethyl-6,6a-dihydro-4H-furo[3,4-d][1,3]dioxol-4-yl]methyl]-5-chloro-phenyl]methoxy-tert-butyl-dimethyl-silane ClC=1C2=C(N=CN1)N(C=C2)[C@@H]2O[C@@H]([C@@]1([C@H]2OC(O1)(C)C)C)CC1=C(C=C(C=C1)Cl)CO[Si](C)(C)C(C)(C)C